C(=CC)CO[Si](OC)(OC)CCCCCCCCCCCCCC propenyl-tetradecyl-trimethoxysilane